C(CCCCCCC\C=C/CCCCCC)(=O)OCCCCCCCCCCCCCCCCCCCCCCCC(C)C 24-methylpentacosyl palmitoleate